O1NC=CC=C1C(=O)OC Methyl oxazine-6-carboxylate